ClC1=CC(=C(C=C1)[C@@]1(OC2=C(O1)C=CC=C2C=2CCN(CC2)CC2=NC1=C(N2C[C@H]2OCC2)C=C(C=C1)C(=O)OC)C)F Methyl 2-((4-((S)-2-(4-chloro-2-fluorophenyl)-2-methylbenzo[d][1,3]dioxolan-4-yl)-3,6-dihydropyridin-1(2H)-yl) methyl)-1-(((S)-oxetan-2-yl) methyl)-1H-benzo[d]imidazole-6-carboxylate